ClC=1C=C(C=C(C1)NS(=O)(=O)C)NC(=O)C=1N=C(N(C1)C)C1=NC=CC=C1C N-(3-chloro-5-(methylsulfonylamino)phenyl)-1-methyl-2-(3-methylpyridin-2-yl)-1H-imidazole-4-carboxamide